2-Decyl-benzimidazole phenyltriazineAt C1(=CC=CC=C1)OC(=O)C1=NN=NC=C1.C(CCCCCCCCC)C=1NC2=C(N1)C=CC=C2